NC=1C=NN(C1)CC(=O)N(CCOC1=CC=C(C=C1)C)C 2-(4-aminopyrazol-1-yl)-N-methyl-N-[2-(4-methylphenoxy)ethyl]acetamide